2-(dibenzo[b,d]furan-3-yl)-4-phenyl-6-(3-(4,4,5,5-tetramethyl-1,3,2-dioxaborolan-2-yl)phenyl)-1,3,5-triazine C1=CC(=CC=2OC3=C(C21)C=CC=C3)C3=NC(=NC(=N3)C3=CC=CC=C3)C3=CC(=CC=C3)B3OC(C(O3)(C)C)(C)C